2-(2-oxo-2-(3-phenoxyphenyl)ethyl)-4H-benzo[d][1,3]oxathiin-4-one O=C(CC1OC(C2=C(S1)C=CC=C2)=O)C2=CC(=CC=C2)OC2=CC=CC=C2